NC1=NC=CC(=C1Cl)SC=1N=C2N(C(=NC(=C2)Cl)N2CCC3(C(CN(C3)C3=CC=CC=C3)N)CC2)C1 8-(((2-amino-3-chloropyridin-4-yl)thio)-7-chloroimidazo[1,2-c]pyrimidin-5-yl)-2-phenyl-2,8-diazaspiro[4.5]decan-4-amine